3-(5-hydroxypentyl)-1-methyl-1H-imidazol-3-ium OCCCCC[N+]1=CN(C=C1)C